C(C(C)C)C1(CCN(CC1)C=1OC2=CC=C(C=C2C(C1)=O)C)C 2-(4-isobutyl-4-methylpiperidin-1-yl)-6-methyl-4-oxo-4H-chromen